(R)-(8-(2-methoxy-7-methylquinoxalin-5-yl)-2,3-dihydro-[1,4]dioxino[2,3-e]benzofuran-3-yl)methyl (6-methylpyridin-3-yl)carbamate CC1=CC=C(C=N1)NC(OC[C@@H]1OC=2C=CC3=C(C=C(O3)C3=C4N=CC(=NC4=CC(=C3)C)OC)C2OC1)=O